IC1=C(C=CC=C1)[C@H]1[C@H](CCCC1)N(C([O-])=O)C(CCC)OC 1-(2-iodophenyl)-(S)-1-methoxybutyl-(S)-2-cyclohexylcarbamate